F[C@@H]1[C@H](CN(C1)C=1C=CC=2N=CN=C(C2N1)NC1=C(C(=C(C=C1)OC1=CC2=C(N(N=N2)C)C=C1)C)F)NC(C=C)=O N-((3S,4S)-4-fluoro-1-(4-((2-fluoro-3-methyl-4-((1-methyl-1H-benzo[d][1,2,3]triazol-5-yl)oxy)phenyl)amino)pyrido[3,2-d]pyrimidin-6-yl)pyrrolidin-3-yl)acrylamide